3-((4-(3-bromophenyl)thiazole-2-yl)amino)isobenzofuran BrC=1C=C(C=CC1)C=1N=C(SC1)NC=1OC=C2C=CC=CC12